BrC1=CSC=C1N 3-bromo-4-aminothiophene